1-(4-cyanobenzyl)-4-oxo-4H-pyrido[1,2-a]pyrimidinium C(#N)C1=CC=C(C[N+]2=C3N(C(C=C2)=O)C=CC=C3)C=C1